tin-aluminum-antimony [Sb].[Al].[Sn]